(R)-7-(4-(1-(2,2-difluoro-1-(4-fluorophenyl)propyl)-3-methyl-1H-pyrazol-4-yl)pyrimidin-2-yl)-8-methyl-[1,2,4]triazolo[1,5-a]pyridin-2-amine FC([C@@H](C1=CC=C(C=C1)F)N1N=C(C(=C1)C1=NC(=NC=C1)C1=C(C=2N(C=C1)N=C(N2)N)C)C)(C)F